C1N(CCC2=CC=CC=C12)CC1=CC(=NC(=C1)C(F)(F)F)N1C(C2=CC(=CC=C2C1)C1(COC1)CC1=NN=CN1C)=O 2-(4-((3,4-Dihydroisoquinolin-2(1H)-yl)methyl)-6-(trifluoromethyl)pyridin-2-yl)-6-(3-((4-methyl-4H-1,2,4-triazol-3-yl)methyl)oxetan-3-yl)isoindolin-1-one